COC(=O)[C@@H]1CN(CC[C@H]1NC(=O)C1=NOC(=C1)C1=C(C=C(C=C1)F)F)C1CCC1 (3R,4R)-1-cyclobutyl-4-{[5-(2,4-difluoro-phenyl)-isoxazole-3-carbonyl]-amino}-piperidine-3-carboxylic acid methyl ester